ClC1=CC=C2C(=CC(OC2=C1)=O)N[C@@H](C[C@@H]1CC[C@H](CC1)C1=CC=NC2=CC=C(C=C12)F)C 7-chloro-4-(((R)-1-((trans)-4-(6-fluoroquinolin-4-yl)cyclohexyl)propan-2-yl)amino)-2H-chromen-2-one